bis(diethoxysilyl)ethane C(C)O[SiH](OCC)C(C)[SiH](OCC)OCC